C1=CC=C(C(=C1)C(=O)N)[N+](=O)[O-] o-nitrobenzamide